The molecule is an alkanesulfonic acid in which the sulfonic acid group is attached to a propan-2-yl group. It is a conjugate acid of a propane-2-sulfonate. CC(C)S(=O)(=O)O